(2,3-dihydro-1H-inden-1-oxy)-2,2-difluoro-7-(trifluoromethylsulfanyl)-2,3-dihydro-1H-inden-1-one C1(CCC2=CC=CC=C12)OC1C(C(C2=C(C=CC=C12)SC(F)(F)F)=O)(F)F